C(=C\C=1OC2=C(N1)C=C(C=C2)C)/C=2OC1=C(N2)C=C(C=C1)C (1E)-1,2-ethenediylbis[5-methylbenzoxazole]